CN1N=CC(=C1)C1=CC=C2C=CN=C(C2=C1)NCCN1CC2=CC=C(C=C2C1=O)C(=O)OCC Ethyl 2-(2-{[7-(1-methyl-1H-pyrazol-4-yl)isoquinolin-1-yl]amino}ethyl)-3-oxo-2,3-dihydro-1H-isoindole-5-carboxylate